6-(6-(4,6-difluoropyrazolo[1,5-a]pyridin-3-yl)imidazo[1,2-b]pyridazin-3-yl)-N-(4,4-difluoropyrrolidin-3-yl)pyridin-2-amine FC=1C=2N(C=C(C1)F)N=CC2C=2C=CC=1N(N2)C(=CN1)C1=CC=CC(=N1)NC1CNCC1(F)F